FC(C(=O)O)(F)F.NCCC1=CC=C(C=C1)NC(=O)C1=C(C=C(C(=C1)OC)OC)NC(=O)C=1OC2=CC=C(C=C2C(C1)=O)CC N-(2-((4-(2-aminoethyl)phenyl)carbamoyl)-4,5-dimethoxyphenyl)-6-ethyl-4-oxo-4H-chromen-2-carboxamide trifluoroacetate salt